(3-cyclopropyl-5-(3-hydroxyazetidin-1-yl)pyrazolo[1,5-a]pyrimidin-7-yl)(4-(pyridin-2-yl)benzyl)carbamic acid tert-butyl ester C(C)(C)(C)OC(N(CC1=CC=C(C=C1)C1=NC=CC=C1)C1=CC(=NC=2N1N=CC2C2CC2)N2CC(C2)O)=O